(R)-3-hydroxy-4-(4-((1-methyl-2-oxopiperidin-3-yl)amino)pyrido[3,4-d]pyridazin-1-yl)benzonitrile OC=1C=C(C#N)C=CC1C1=C2C(=C(N=N1)N[C@H]1C(N(CCC1)C)=O)C=NC=C2